nonahydridorhenium(VII) [ReH9-2]